trisChloromethane ClC(Cl)Cl